ClC=1C=C2C=C(NC2=CC1C1=NC(=C(C=C1)NC)Cl)CNC(C)=O N-({5-chloro-6-[6-chloro-5-(methylamino)-2-pyridyl]-2-indolyl}methyl)acetamide